C1(CCCCC1)N1C(C=C(C2=C1N=C(N=C2)S(=O)(=O)C)C#C[Si](C(C)C)(C(C)C)C(C)C)=O 8-cyclohexyl-2-(methylsulfonyl)-5-((triisopropylsilyl)ethynyl)pyrido[2,3-d]pyrimidin-7(8H)-one